4-(2-oxo-1,2,4,5-tetrahydro-3H-1,3-benzodiazepine-3-yl)piperidine-1-carboxylic acid (R)-alpha-((4-morpholino-piperidino)carbonyl)-3,5-dimethyl-4-hydroxyphenethyl ester O1CCN(CC1)C1CCN(CC1)C(=O)[C@@H](CC1=CC(=C(C(=C1)C)O)C)OC(=O)N1CCC(CC1)N1C(NC2=C(CC1)C=CC=C2)=O